8-(1-cyclopropylpropoxy)-N-((S)-1-fluoropropan-2-yl)-7-(1H-pyrazol-4-yl)-[1,2,4]triazolo[1,5-c]pyrimidin-2-amine C1(CC1)C(CC)OC=1C=2N(C=NC1C=1C=NNC1)N=C(N2)N[C@H](CF)C